COCCS(=O)C1=C(C=2C(=NC(=CC2C(F)(F)F)C=2C=NN(C2)C)S1)N 2-((2-methoxyethyl)sulfinyl)-6-(1-methyl-1H-pyrazol-4-yl)-4-(trifluoromethyl)thieno[2,3-b]pyridin-3-amine